C(C(C)C)S(=O)(=O)C1=C(C=CC=C1)OC 1-(isobutylsulfonyl)-2-methoxybenzene